COC(C1=CC=C(C=C1)C=1N=NSC1)=O 4-(1,2,3-thiadiazol-4-yl)benzoic acid methyl ester